n-hexyl α-acetoxyisobutyrate C(C)(=O)OC(C(=O)OCCCCCC)(C)C